FC(C=1C=C(C=C(C1)C(F)(F)F)N1N=CN=N1)(F)F (3,5-bis(trifluoromethyl)phenyl)-2H-tetrazole